ClC=1C=C(C=C(C1)F)C1(CCCCC=2N=C3N(C=C(C=C3)C=3C=NC(=NC3)N3CCOCC3)C21)O 10-(3-chloro-5-fluorophenyl)-2-(2-morpholinylpyrimidin-5-yl)-7,8,9,10-tetrahydro-6H-cyclohepta[4,5]imidazo[1,2-a]pyridin-10-ol